ClC1=NC=C(C=C1C=1N=CN(C1)C=1C(=CC(=C(C(=O)NC2CC2)C1)F)C)N[C@@H]1[C@@H](CNCC1)F 5-(4-(2-chloro-5-(((3R,4S)-3-fluoropiperidin-4-yl)amino)pyridin-3-yl)-1H-imidazol-1-yl)-N-cyclopropyl-2-fluoro-4-methylbenzamide